(1R,2S,5R)-1-Amino-2-(((S)-2-aminopropanamido)methyl)-5-(2-boronoethyl)cyclohexane-1-carboxylic acid dihydrochloride Cl.Cl.N[C@]1([C@@H](CC[C@H](C1)CCB(O)O)CNC([C@H](C)N)=O)C(=O)O